C1(=CC=CC=C1)NC(=S)SCCC#N cyanomethylmethyl (phenyl)carbamodithioate